FC=1C=C2CC\3C(OC(/C3=C/O[C@@H]3OC(C(=C3)C)=O)=O)C2=CC1 (±)-(E)-6-fluoro-3-((((R)-4-methyl-5-oxo-2,5-dihydrofuran-2-yl)oxy)methylene)-3,3a,4,8b-tetrahydro-2H-indeno[1,2-b]furan-2-one